FC1=NC=CC(=C1)NC1=NC=CC(=C1)OC1=C(N=C(S1)N)C1=CC=CC=C1 5-((2-((2-Fluoropyridin-4-yl)amino)pyridin-4-yl)oxy)-4-phenylthiazol-2-amine